FC(C=1C=C2C(=NC=NC2=CC1C1=C(C=CC=C1)C(F)(F)F)N1CCN(CC1)C(C=C)=O)(F)F 1-(4-(6-(trifluoromethyl)-7-(2-(trifluoromethyl)phenyl)quinazolin-4-yl)piperazin-1-yl)prop-2-en-1-one